I(=O)C1=CC=CC=C1 Iodosyl-benzene